COC1=C(C(=O)N)C=C(C=N1)NC(C(=O)N1[C@H](CC[C@@H](C1)C)C=1SC=CC1)=O |o1:16,19| rel-2-methoxy-5-(2-((2R,5S)-5-methyl-2-(thiophen-2-yl)piperidin-1-yl)-2-oxoacetamido)nicotinamide